C(C)(=O)NC1=CC=C(C=C1)N1CC=C2N1C(=CC=N2)C2=CC=C(C=C2)F N-(4-acetamidophenyl)-7-(4-fluorophenyl)pyrazolo[1,5-a]pyrimidine